O1COC2=C1C=CC=C2N[C@@H](C)C(=O)O benzo[d][1,3]dioxol-4-ylalanine